(1'S,3'R)-8-(Difluoromethoxy)-3',5'-difluoro-6-(trifluoromethyl)-2'H,3H-spiro[imidazo[1,2-a]pyridin-2,1'-naphthalin]-4'(3'H)-on FC(OC=1C=2N(C=C(C1)C(F)(F)F)C[C@@]1(C[C@H](C(C3=C(C=CC=C13)F)=O)F)N2)F